ClC1=C(C=C2C(=C(N(C2=C1F)C)C1=NC(=NN1)[C@@H](COC)F)C=1C=NNC1)OC (S)-6-chloro-7-fluoro-2-(3-(1-fluoro-2-methoxyethyl)-1H-1,2,4-triazol-5-yl)-5-methoxy-1-methyl-3-(1H-pyrazol-4-yl)-1H-indole